2-[(2E)-2-(aminomethyl)-3-fluoroprop-2-en-1-yl]-4-[6-(1,3-benzodioxol-5-yl)-3-methylpyridin-2-yl]-2,4-dihydro-3H-1,2,4-triazol-3-one hydrochloride Cl.NC/C(/CN1N=CN(C1=O)C1=NC(=CC=C1C)C1=CC2=C(OCO2)C=C1)=C\F